CN(C)C1(CCCCC1)N N,N-dimethylcyclohexanediamine